NC1=C2C(=C3C(=N1)C=C(N3)C(=O)N([C@@H](C)C3=NC=C(C=C3F)C3CC3)C3CCC3)COC2 (S)-5-amino-N-cyclobutyl-N-(1-(5-cyclopropyl-3-fluoropyridin-2-yl)ethyl)-6,8-dihydro-1H-furo[3,4-d]pyrrolo[3,2-b]pyridine-2-carboxamide